2-[4-chloro-3-[(3-fluoro-4-hydroxy-phenyl)methyl]phenyl]-6-methylsulfanyl-tetrahydropyran-3,4,5-triol ClC1=C(C=C(C=C1)C1OC(C(C(C1O)O)O)SC)CC1=CC(=C(C=C1)O)F